BrC1=CC(=CC(=C1)C(C)C)Br 1,3-dibromo-5-isopropylbenzene